FC1(C2(CC1(C2)C2=CC=C(C=C2)C(F)(F)F)CC(=O)O)F 2-(2,2-difluoro-3-(4-(trifluoromethyl)phenyl)bicyclo[1.1.1]pentan-1-yl)acetic acid